C=C(C1=CC=CC=C1)S(=O)(=O)[O-] alpha-styrenesulphonate